O=C1C(=CC=NN1CCCCN1C2CC(CC1CC2)=O)C2=CC=CC=C2 8-(4-(6-oxo-5-phenylpyridazin-1(6H)-yl)butyl)-8-azabicyclo[3.2.1]octan-3-one